(2-((1-((dimethylamino)methyl)cyclopropyl)methoxy)-4-(4-fluoroazepan-1-yl)-5,7-dihydro-6H-pyrrolo[3,4-d]pyrimidin-6-yl)(3-hydroxy-8-iodonaphthalen-1-yl)methanone CN(C)CC1(CC1)COC=1N=C(C2=C(N1)CN(C2)C(=O)C2=CC(=CC1=CC=CC(=C21)I)O)N2CCC(CCC2)F